(S)-diphenyl-(1-(4-(trifluoromethyl)phenyl)ethyl)phosphine C1(=CC=CC=C1)P([C@@H](C)C1=CC=C(C=C1)C(F)(F)F)C1=CC=CC=C1